1,1-Difluoro-1-chloroethane FC(C)(Cl)F